FC=1C=C(C=CC1OC)NS(=O)(=O)C1=CC=C(C=C1)NC(NCC=1C=NC=CC1)=O 3-{4-[(3-fluoro-4-methoxyphenyl)sulfamoyl]phenyl}-1-(pyridin-3-ylmethyl)urea